methyl 9-cyclohexyl-6-hydroxy-[1,2,4]triazolo[5,1-a]isoquinoline-5-carboxylate C1(CCCCC1)C1=CC=C2C(=C(N3C(C2=C1)=NC=N3)C(=O)OC)O